2-amino-2-(5-methyl-4-oxo-pyrazolo[1,5-a]pyrazin-3-yl)acetonitrile NC(C#N)C=1C=NN2C1C(N(C=C2)C)=O